CN(C(C)=O)C=1C=NC(=C(C1)C(F)(F)F)NC1=NC(=NS1)C=1C=C2C(=CN1)N(C(C2)(C)C)C N-methyl-N-(5-(trifluoromethyl)-6-((3-(1,2,2-trimethyl-2,3-dihydro-1H-pyrrolo[2,3-c]pyridin-5-yl)-1,2,4-thiadiazol-5-yl)amino)pyridin-3-yl)acetamide